FC(C1CNC1)F 3-(difluoromethyl)azetidin